tert-butyl (1-(1-(3-fluorobenzyl)-1H-benzo[d]imidazol-2-yl)piperidin-4-yl)carbamate FC=1C=C(CN2C(=NC3=C2C=CC=C3)N3CCC(CC3)NC(OC(C)(C)C)=O)C=CC1